4-amino-8-(2-fluoro-6-methoxyphenyl)-N-propylisoquinoline-3-carboxamide NC1=C(N=CC2=C(C=CC=C12)C1=C(C=CC=C1OC)F)C(=O)NCCC